O=C1NC(CCC1N1C(C2=CC=C(C=C2C1=O)N1CCC2(CC(C2)=O)CC1)=O)=O 2-(2,6-Dioxopiperidin-3-yl)-5-(2-oxo-7-azaspiro[3.5]non-7-yl)isoindoline-1,3-dione